3-methyl-4-((2-(2,2,2-trifluoroethyl)-1H-imidazol-4-yl)methyl)pyridine CC=1C=NC=CC1CC=1N=C(NC1)CC(F)(F)F